ClC1=NC(=C(C2=C1C=NN2)C(=O)N)Cl 4,6-dichloro-1H-pyrazolo[4,3-c]pyridine-7-formamide